3-(cyclopropylethynyl)-4-(difluoromethoxy)aniline C1(CC1)C#CC=1C=C(N)C=CC1OC(F)F